FC(C(C(C(C(C(C(C(C(C(C(C(C(C(C(C(C(C(F)(F)F)(F)F)(F)F)(F)F)(F)F)(F)F)(F)F)(F)F)(F)F)(F)F)(F)F)(F)F)(F)F)(F)F)(F)F)(F)F)(F)F)(S(=O)(=O)[O-])F.[Na+].C(CC(C)C)C(CNC1=CC=CC=C1)O 1-(isopentyl)-2-(phenylamino)ethan-1-ol sodium perfluoro-1-octadecanesulfonate